Cl.N1C(=CC=C1)C(=O)O 1H-pyrrole-2-carboxylic acid hydrochloride